BrC1=CC=C(C=C1)S(=O)(=O)N1CCOCC1 4-(4-bromophenylsulfonyl)morpholine